ClC=1C=CC(=NC1C1=CC=C(C=C1)F)C(=O)O 5-chloro-6-(4-fluorophenyl)pyridinecarboxylic acid